(S)-1-(2,4-difluorophenyl)-1-(2-(1-(6-(1-ethyl-1H-pyrazol-4-yl)pyrrolo[2,1-f][1,2,4]triazin-4-yl)-1,2,3,6-tetrahydropyridin-4-yl)pyrimidin-5-yl)ethan-1-amine FC1=C(C=CC(=C1)F)[C@@](C)(N)C=1C=NC(=NC1)C=1CCN(CC1)C1=NC=NN2C1=CC(=C2)C=2C=NN(C2)CC